(S)-1-(2-((S)-4-(difluoromethyl)-2-carbonyloxazolidin-3-yl)-5,6-dihydrobenzo[f]imidazo[1,2-d][1,4]oxazepin-9-yl)azetidine-2-carboxamide FC([C@H]1N(C(OC1)=C=O)C=1N=C2N(CCOC3=C2C=CC(=C3)N3[C@@H](CC3)C(=O)N)C1)F